N-(3-(2-(ethylamino)-8,9-dihydroimidazo[1',2':1,6]pyrido[2,3-d]pyrimidin-6-yl)-4-methylphenyl)-4-(trifluoromethyl)picolinamide C(C)NC=1N=CC2=C(N1)N1C(C(=C2)C=2C=C(C=CC2C)NC(C2=NC=CC(=C2)C(F)(F)F)=O)=NCC1